O=C1NC(CC[C@@H]1N1C(C2=CC=C(C=C2C1=O)N1CCC(CC1)CCN1CCN(CC1)C1=CC=C(C=C1)NC1=C2N=CN(C2=NC=N1)C1CC(C1)NC(C1=NC(=CC=C1)C)=O)=O)=O N-((1s,3s)-3-(6-((4-(4-(2-(1-(2-(2,6-dioxopiperidin-3-yl)-1,3-dioxoisoindolin-5-yl)piperidin-4-yl)ethyl)piperazin-1-yl)phenyl)amino)-9H-purin-9-yl)cyclobutyl)-6-methylpicolinamide